(dimethoxyphosphoryl)ethyl (2,4-dichlorophenoxy)acetate ClC1=C(OCC(=O)OCCP(=O)(OC)OC)C=CC(=C1)Cl